Cl.CN1N=C2C(=CC(=CC2=C1)C1=CC2=C(N=C(S2)N(C)C2CC(NC(C2)C)C)C=C1)C 6-(2,7-Dimethyl-2H-indazol-5-yl)-N-(2,6-dimethylpiperidin-4-yl)-N-methyl-1,3-benzothiazol-2-amin-Hydrochlorid